OC(CN1CCC(CC1)C(=O)N)COC1=CC=C2C(=C(C(OC2=C1)=O)CC1=CC=C(C=C1)OC(F)(F)F)C 1-(2-hydroxy-3-((4-methyl-2-oxo-3-(4-(trifluoromethoxy)benzyl)-2H-chromen-7-yl)oxy)propyl)piperidine-4-carboxamide